N=1N(N=CC1)C1=CC=CC=C1C(=O)N 2H-1,2,3-triazol-2-benzamide